1-(4-hydroxyphenyl)-ethanone OC1=CC=C(C=C1)C(C)=O